N-[1-(4-chloro-3-cyano-1H-indol-7-yl)piperidin-4-yl]-5-[4-(dibutoxymethyl)piperidin-1-yl]pyrimidine-2-carboxamide ClC1=C2C(=CNC2=C(C=C1)N1CCC(CC1)NC(=O)C1=NC=C(C=N1)N1CCC(CC1)C(OCCCC)OCCCC)C#N